2,4-diethyl-tyrosine C(C)C1=C(C[C@H](N)C(=O)O)C=CC(C1)(O)CC